NC1=C2N=CN(C2=NC(=N1)N1CCN(CC1)C)C1CCC(CC1)C(=O)NC1=CC(=CC=C1)OC 4-[6-amino-2-(4-methylpiperazin-1-yl)-9H-purin-9-yl]-N-(3-methoxyphenyl)cyclohexanecarboxamide